5-(8-azabicyclo[3.2.1]octan-3-yl)-N-[3-chloro-4-(2-pyridylmethoxy)phenyl]-7H-pyrrolo[2,3-d]pyrimidin-4-amine C12CC(CC(CC1)N2)C2=CNC=1N=CN=C(C12)NC1=CC(=C(C=C1)OCC1=NC=CC=C1)Cl